O1C(=CC=C1)C1=NC(=NC(=C1)N1N=NC2=C1C=C(C=C2)OC=2C=NNC2)N 4-(furan-2-yl)-6-[6-(1H-pyrazol-4-yloxy)-1,2,3-benzotriazol-1-yl]pyrimidin-2-amine